ortho-iodobenzoic acid IC1=C(C(=O)O)C=CC=C1